4-amino-7-fluoro-N',1-dimethyl-N'-propionyl-N-((5-(trifluoromethyl)pyridin-2-yl)methyl)-1H-pyrazolo[4,3-c]quinoline-8-carbohydrazide NC1=NC=2C=C(C(=CC2C2=C1C=NN2C)C(=O)N(N(C(CC)=O)C)CC2=NC=C(C=C2)C(F)(F)F)F